COC1=CC=C(C=C1)NS(=O)(=O)C1=CC=C(C=C1)C N-(4-methoxyphenyl)-4-methylbenzenesulfonamide